methyl 1-((S)-2-aminopropyl)-2-oxapiperidine-3-carboxylate N[C@H](CN1OC(CCC1)C(=O)OC)C